FC=1C=CC(=NC1)C1=NN2C(OCC(C2)(C)C)=C1C1=CC(=NC=C1)NC(CC)=O N-(4-(2-(5-Fluoropyridin-2-yl)-6,6-dimethyl-6,7-dihydro-5H-pyrazolo[5,1-b][1,3]oxazin-3-yl)pyridin-2-yl)propionamide